Ethyldiisopropylamine C(C)N(C(C)C)C(C)C